(5R)-5-[[[4-amino-8-(trans-4-aminocyclohexoxy)-5,5-dimethyl-6H-benzo[h]quinazolin-7-yl]amino]methyl]oxazolidin-2-one NC1=NC=NC=2C3=C(CC(C12)(C)C)C(=C(C=C3)O[C@@H]3CC[C@H](CC3)N)NC[C@@H]3CNC(O3)=O